FC1=C(CN2C(C(=C(C=3C2=NC=CN3)C)C3CCNCC3)=O)C=CC=C1 5-(2-fluorobenzyl)-8-methyl-7-(piperidin-4-yl)pyrido[2,3-b]pyrazin-6(5H)-one